2-(3-((4-amino-6-chloro-1H-pyrazolo[3,4-d]pyrimidin-1-yl)methyl)-5-fluorophenyl)ethane-1-ol NC1=C2C(=NC(=N1)Cl)N(N=C2)CC=2C=C(C=C(C2)F)CCO